TrihydroxyPhenazine OC=1C(=C(C2=NC3=CC=CC=C3N=C2C1)O)O